phosphorus bromide bromine [Br].P(Br)(Br)Br